OC1(CN(C1)C1=C(SC=C1)C=O)C 3-(3-hydroxy-3-methylazetidin-1-yl)thiophene-2-carbaldehyde